(2S,4R)-1-((R)-2-(2-Naphthamido)-3-cyclohexylpropanoyl)-N-(4-amino-1-cyclobutyl-3,4-dioxobutan-2-yl)-4-(piperidin-1-yl)pyrrolidine-2-carboxamide C1=C(C=CC2=CC=CC=C12)C(=O)N[C@@H](C(=O)N1[C@@H](C[C@H](C1)N1CCCCC1)C(=O)NC(CC1CCC1)C(C(=O)N)=O)CC1CCCCC1